6-(2-chloro-3-(3-fluoro-2-(4-formyl-3-methoxyphenyl)pyridin-4-yl)phenyl)-2-methoxynicotinaldehyde ClC1=C(C=CC=C1C1=C(C(=NC=C1)C1=CC(=C(C=C1)C=O)OC)F)C1=NC(=C(C=O)C=C1)OC